3,7-dimethyl-6-octenenitrile CC(CC#N)CCC=C(C)C